ClC=1C=CC=C2C=CC=C(C12)N1CC=2N=C(N=C(C2CC1)OC)OCC12CCCN2CCC1 7-(8-chloronaphthalen-1-yl)-2-((hexahydro-1H-pyrrolizin-7a-yl)methoxy)-4-methoxy-5,6,7,8-tetrahydropyrido[3,4-d]pyrimidine